N-(4,5-dichloro-2-fluorophenyl)-1-fluoro-4-(3-((tetrahydro-2H-pyran-2-yl)oxy)prop-1-yn-1-yl)-6,7,8,9-tetrahydro-5H-5,8-epiminocyclohepta[c]pyridine-10-carboxamide ClC1=CC(=C(C=C1Cl)NC(=O)N1C2CCC1CC=1C(=NC=C(C12)C#CCOC1OCCCC1)F)F